6-ethyl-2-methyl-N-(4-(4-(methylsulfonyl)thiophen-2-yl)-5-(trifluoromethyl)pyrimidin-2-yl)isoindolin-5-amine C(C)C1=C(C=C2CN(CC2=C1)C)NC1=NC=C(C(=N1)C=1SC=C(C1)S(=O)(=O)C)C(F)(F)F